N-(6-methoxypyridazin-3-yl)propionamide COC1=CC=C(N=N1)NC(CC)=O